O[C@H]1[C@@H]([C@@H]2[C@@H](OC[C@H](CC2)C=2SC=C(N2)C(=O)OCC)C1)\C=C\[C@H](COC1=CC=CC=C1)O Ethyl 2-{(3S,5aR,6R,7R,8aS)-7-hydroxy-6-[(1E,3R)-3-hydroxy-4-phenoxy-1-buten-1-yl]octahydro-2H-cyclopenta[b]oxepin-3-yl}-1,3-thiazole-4-carboxylate